C(#N)C1=CC(=C(COC2=CC=CC(=N2)C2=CC(=C(CC3=NC4=C(N3C3C5(CC5)CC3)C=C(C=C4)C(=O)O)C=C2F)F)C=C1)F 2-(4-(6-((4-cyano-2-fluorobenzyl)oxy)pyridin-2-yl)-2,5-difluorobenzyl)-1-(spiro[2.3]hexan-4-yl)-1H-benzo[d]imidazole-6-carboxylic acid